CN(C1=CC2=C(C(=C3C([Si]2(C)C)=CC(C=C3)=[N+](C)C)C3=C(C=CC=C3)C)C=C1)C N-(7-(Dimethylamino)-5,5-dimethyl-10-(o-tolyl)dibenzo[b,e]silin-3(5H)-ylidene)-N-methylmethanaminium